6-(Chloromethyl)-4-(trifluoromethyl)isoindol-1-one ClCC1=CC(=C2C=NC(C2=C1)=O)C(F)(F)F